N-(5-phenylisoxazol-3-yl)nicotinamide-13C C1(=CC=CC=C1)C1=CC(=NO1)N[13C](C1=CN=CC=C1)=O